(2-(1-(7-(dimethylamino)-[1,2,4]triazolo[1,5-a]pyrimidin-6-yl)piperidin-4-yl)ethyl)(imino)(methyl)-λ6-sulfanone CN(C1=C(C=NC=2N1N=CN2)N2CCC(CC2)CCS(=O)(C)=N)C